O=C1C2(CCCN2C(=O)O)CCN1.N1CCC2=CC=CC=C12 dihydroindole 6-oxo-1,7-diazaspiro[4.4]nonane-1-carboxylate